S(=O)(=O)([O-])[O-].C(C=C)(=O)OCCCC[NH3+].C(C=C)(=O)OCCCC[NH3+] acryloyloxybutyl-ammonium sulfate